2-(3-(1-ethoxyvinyl)-5-(3-(trifluoromethyl)-1H-pyrazol-5-yl)pyridazin-4-yl)propan-1-ol C(C)OC(=C)C=1N=NC=C(C1C(CO)C)C1=CC(=NN1)C(F)(F)F